N1N=CC2=CC(=CC=C12)C#N indazole-5-carbonitrile